N-[5-(5-Cyclopropyl-4H-1,2,4-triazol-3-yl)-4-fluoro-2-methylphenyl]-4-fluoropyrazolo[1,5-a]pyridine-3-carboxamide C1(CC1)C=1NC(=NN1)C=1C(=CC(=C(C1)NC(=O)C=1C=NN2C1C(=CC=C2)F)C)F